Methyl 4-(4-(methyl(3-methylbenzyl)amino)-7-((2-(trimethylsilyl)ethoxy)methyl)-7H-pyrrolo[2,3-d]pyrimidin-6-yl)benzoate CN(C=1C2=C(N=CN1)N(C(=C2)C2=CC=C(C(=O)OC)C=C2)COCC[Si](C)(C)C)CC2=CC(=CC=C2)C